2-[(3-morpholinopropyl)methoxymethylsilyl]styrene O1CCN(CC1)CCC[SiH](C1=C(C=C)C=CC=C1)COC